2-(4-(2-fluoro-9-hydroxy-9-(trifluoromethyl)-9H-fluoren-4-yl)-1H-pyrazol-1-yl)-N'-(2-fluorophenyl)propanehydrazide FC1=CC=2C(C3=CC=CC=C3C2C(=C1)C=1C=NN(C1)C(C(=O)NNC1=C(C=CC=C1)F)C)(C(F)(F)F)O